Tert-butyl (4-((2-(6,7-dimethoxyquinoxalin-2-yl) hydrazono) methyl)-benzyl)-carbamate COC=1C=C2N=CC(=NC2=CC1OC)NN=CC1=CC=C(CNC(OC(C)(C)C)=O)C=C1